2-(3-chlorophenyl)-N-((3-(2,6-dioxopiperidin-3-yl)-4-oxo-3,4-dihydrobenzo[d][1,2,3]triazin-7-yl)methyl)acetamide ClC=1C=C(C=CC1)CC(=O)NCC=1C=CC2=C(N=NN(C2=O)C2C(NC(CC2)=O)=O)C1